BrC=1C(=C(N)C(=CC1Cl)I)F 3-bromo-4-chloro-2-fluoro-6-iodoaniline